2-{N,N-diallylamino}ethoxyl-4,6-bis(trichloromethyl)-s-triazine C(C=C)N(CC=C)CCOC1=NC(=NC(=N1)C(Cl)(Cl)Cl)C(Cl)(Cl)Cl